tert-Butyl 5-{[(4S)-1-{[1-(4-methoxyphenyl)cyclohexyl]carbonyl}-4-hydroxy-D-prolyl]amino}-1H-pyrazolo[4,3-b]pyridine-1-carboxylate COC1=CC=C(C=C1)C1(CCCCC1)C(=O)N1[C@H](C[C@@H](C1)O)C(=O)NC1=CC=C2C(=N1)C=NN2C(=O)OC(C)(C)C